8-hydroxy-3-{[1-({4-[(trifluoromethyl)oxy]phenyl}methyl)-1,2,3-triazacyclopent-4-yl]methyl}-1,2,3,4-tetrahydroquinazolin-2,4-dione OC=1C=CC=C2C(N(C(NC12)=O)CC1NNN(C1)CC1=CC=C(C=C1)OC(F)(F)F)=O